C(C)OC(CC=1C=C(C=CC1)C1=C2C=CNC2=CC=C1NC(=O)C1=CC2=C(OCCC3=C2SC=C3)C=C1C=1C(=NC(=CC1)C(NCCC)=O)C(=O)OC)=O methyl 3-(9-((4-(3-(2-ethoxy-2-oxoethyl)phenyl)-1H-indol-5-yl)carbamoyl)-4,5-dihydrobenzo[b]thieno[2,3-d]oxepin-8-yl)-6-(propylcarbamoyl)picolinate